1-(2-fluoropyridin-4-yl)-3-(3-(trifluoromethoxy)phenyl)urea FC1=NC=CC(=C1)NC(=O)NC1=CC(=CC=C1)OC(F)(F)F